O1CCN(CC1)CCN1C=NC2=CC=C(C=C2C1=O)[N+](=O)[O-] 3-(2-morpholinoethyl)-6-nitroquinazolin-4(3H)-one